5,5-dimethyl-6H-pyrrolo[2,3-d]pyrimidin CC1(CNC=2N=CN=CC21)C